oxazoline O1C=NCC1